C=CCCCCCCCC trans-dec-1-ene